COC1=C(C(=O)P(C2=CC=CC=C2)(C2=CC=CC=C2)=O)C(=CC(=C1)OC)OC 2,4,6-trimethoxy-benzoyl-diphenylphosphine oxide